((10-phenyl)-10H-phenothiazin-3-yl)methyl-1,3-indandione C1(=CC=CC=C1)N1C2=CC=CC=C2SC=2C=C(C=CC12)CC1C(C2=CC=CC=C2C1=O)=O